O=C1NC(CCC1N1C(C2=CC=CC(=C2C1=O)NCCOCCOCCOCCN[C@@H]1C[C@H](CC1)NC1=CC(=NC=2N1N=CC2)C(CC)CC)=O)=O 2-(2,6-dioxo-3-piperidyl)-4-[2-[2-[2-[2-[[(1S,3S)-3-[[5-(1-ethylpropyl)pyrazolo[1,5-a]pyrimidin-7-yl]amino]cyclopentyl]amino]ethoxy]ethoxy]ethoxy]ethylamino]isoindoline-1,3-dione